C1=C(C=CC2=CC=CC=C12)C1=NC(=NC(=N1)C1=CC2=CC=CC=C2C=C1)C1=CC=C(C=C1)C=1C(NC2=CC=CC=C2C1)=O (4-(4,6-bis(naphthalen-2-yl)-1,3,5-triazin-2-yl)phenyl)quinolone